FC(C1=NN=C(O1)C=1C=CC(=NC1)CN1C(C2=CC=C(C=C2C2(C1=O)CCC2)N2CCN(CC2)CC)=O)F 2'-((5-(5-(difluoromethyl)-1,3,4-oxadiazole-2-yl)pyridine-2-yl)methyl)-6'-(4-ethylpiperazine-1-yl)-1'H-spiro[cyclobutane-1,4'-isoquinoline]-1',3'(2'H)-dione